C(C)(=O)N[C@H](C(=O)N[C@H](C(=O)NCC1=CC=CC=C1)CCC(C=[N+]=[N-])=O)CC1=CNC2=CC=CC=C12 (S)-2-((S)-2-acetamido-3-(1H-indol-3-yl)propanamido)-N-benzyl-6-diazo-5-oxohexanamide